[Li].FC(C(F)(F)F)(N1C=NC(=C1C#N)C#N)F 1-pentafluoroethyl-4,5-dicyano-imidazole lithium